CC1CC2=C(CN1C(=O)OC(C)(C)C)C(=NN2COCC[Si](C)(C)C)C(=O)OC 5-tert-butyl 3-methyl 6-methyl-1-[2-(trimethylsilyl)ethoxy]methyl-1H,4H,5H,6H,7H-pyrazolo[4,3-c]pyridine-3,5-dicarboxylate